ClC(=CC(=O)O)CCl 3,4-dichlorobutenoic acid